2-(6-methoxy-3-pyridyl)propanal COC1=CC=C(C=N1)C(C=O)C